CC(C)(C)OC(=O)N1CC[C@@H](C1)N (s)-(-)-1-Boc-3-aminopyrrolidine